tert-butyl (47-hydroxy-3,6,9,12,15,18,21,24,27,30,33,36,39,42,45-pentadecaoxaheptatetracontyl)carbamate OCCOCCOCCOCCOCCOCCOCCOCCOCCOCCOCCOCCOCCOCCOCCOCCNC(OC(C)(C)C)=O